2-[3-methyl-5-(piperidine-1-sulfonyl)-1H-indol-1-yl]-N-[3-methyl-6-(piperazin-1-yl)pyridin-2-yl]propanamide CC1=CN(C2=CC=C(C=C12)S(=O)(=O)N1CCCCC1)C(C(=O)NC1=NC(=CC=C1C)N1CCNCC1)C